NC1C(N(CC1)C(=O)OC(C)(C)C)(C)C tert-butyl 3-amino-2,2-dimethylpyrrolidine-1-carboxylate